2-((5-chloro-7-fluoro-8-hydroxy-1,2,3,4-tetrahydroisoquinolin-1-yl)methyl)isoindoline-1,3-dione hydrobromide Br.ClC1=C2CCNC(C2=C(C(=C1)F)O)CN1C(C2=CC=CC=C2C1=O)=O